2-(2-chlorotetrafluoroethyltetrafluoro-λ6-sulfanyl)pyridine ClC(C(F)(F)S(C1=NC=CC=C1)(F)(F)(F)F)(F)F